methyl 3-chloro-1H-pyrrole-2-carboxylate ClC1=C(NC=C1)C(=O)OC